6-(1-(6-aminopyridin-2-yl)-3-nitro-1H-pyrazol-4-yl)-3,4-dihydroisoquinolin-1(2H)-one NC1=CC=CC(=N1)N1N=C(C(=C1)C=1C=C2CCNC(C2=CC1)=O)[N+](=O)[O-]